The molecule is a pyrimidine ribonucleoside 5'-monophosphate having 5-carboxymethylaminouracil as the nucleobase. It is a glycine derivative and a pyrimidine ribonucleoside 5'-monophosphate. It derives from a uridine 5'-monophosphate. C1=C(C(=O)NC(=O)N1[C@H]2[C@@H]([C@@H]([C@H](O2)COP(=O)(O)O)O)O)CNCC(=O)O